8-(4,4-difluorocyclohex-1-en-1-yl)-N-((4-methyl-1H-pyrazol-5-yl)methyl)quinoline-3-carboxamide FC1(CC=C(CC1)C=1C=CC=C2C=C(C=NC12)C(=O)NCC1=C(C=NN1)C)F